ClC1=C(C=C2C(NC(N3C2=C1SC[C@@H]3COCC)=O)=O)C(F)(F)F (S)-10-chloro-3-(ethoxymethyl)-9-(trifluoromethyl)-2H-[1,4]thiazino[2,3,4-ij]quinazoline-5,7(3H,6H)-dione